Methyl 5-[({1-[2-fluoro-4-(trifluoromethyl) phenyl]cyclopropyl}carbonyl) amino]-2-{1-[(1-methylcyclopropyl)methyl]-1H-pyrazol-4-yl}benzoate FC1=C(C=CC(=C1)C(F)(F)F)C1(CC1)C(=O)NC=1C=CC(=C(C(=O)OC)C1)C=1C=NN(C1)CC1(CC1)C